FC=1C(=C(C=CC1F)[C@H]1[C@@H](O[C@]([C@H]1C)(C(F)(F)F)C)C(=O)NC1=CC(=NC=C1)C(=O)N)O (2R,3S,4S,5R)-4-[[3-(3,4-difluoro-2-hydroxy-phenyl)-4,5-dimethyl-5-(trifluoromethyl)tetrahydrofuran-2-carbonyl]amino]pyridine-2-carboxamide